methyl (S)-1-(5-methoxy-4-(4-methoxy-4-oxobutoxy)-2-nitrobenzoyl)piperidine-2-carboxylate COC=1C(=CC(=C(C(=O)N2[C@@H](CCCC2)C(=O)OC)C1)[N+](=O)[O-])OCCCC(=O)OC